2-(((5-(decylamino)-5-oxopentanoyl)oxy)methyl)-2-(3-(piperidin-1-yl)propanamido)propane-1,3-diyl bis(5-(decylamino)-5-oxopentanoate) C(CCCCCCCCC)NC(CCCC(=O)OCC(COC(CCCC(=O)NCCCCCCCCCC)=O)(NC(CCN1CCCCC1)=O)COC(CCCC(=O)NCCCCCCCCCC)=O)=O